5-chloro-N4-(2-(isopropylsulfonyl)phenyl)-N2-(2-methoxy-5-methyl-4-(2-(methylamino)ethyl)phenyl)pyrimidine-2,4-diamine ClC=1C(=NC(=NC1)NC1=C(C=C(C(=C1)C)CCNC)OC)NC1=C(C=CC=C1)S(=O)(=O)C(C)C